tert-butyl 4-((2S)-3-acetoxy-2-((2S,3R)-3-(tert-butoxy)-2-((S)-4-phenyl-2-(3-phenylpropanamido)butanamido)butanamido)-4-(cyclopropylamino)-4-oxobutyl)piperidine-1-carboxylate C(C)(=O)OC([C@H](CC1CCN(CC1)C(=O)OC(C)(C)C)NC([C@H]([C@@H](C)OC(C)(C)C)NC([C@H](CCC1=CC=CC=C1)NC(CCC1=CC=CC=C1)=O)=O)=O)C(=O)NC1CC1